FC=1C=C(C=CC1)[C@@H]1CC[C@H]2OC3(C(N21)=O)CCN(CC3)C3=CC=NC=2N3N=CC2 (5'S,7a'R)-5'-(3-fluorophenyl)-1-(pyrazolo[1,5-a]pyrimidin-7-yl)tetrahydro-3'H-spiro[piperidine-4,2'-pyrrolo[2,1-b][1,3]oxazol]-3'-one